4,4'-((1E,3E,5E)-2,5-dimethylhexa-1,3,5-triene-1,6-diyl)bis(methylbenzene) C\C(=C/C1=CC=C(C=C1)C)\C=C\C(=C\C1=CC=C(C=C1)C)\C